N-cyclohexylbenzothiazole-2-sulphenamide C1(CCCCC1)NSC=1SC2=C(N1)C=CC=C2